phosphoric acid isododecyl ester C(CCCCCCCCC(C)C)OP(O)(O)=O